COC(CC(C=1C=NC=CC1)=O)=O 3-oxo-3-(pyridin-3-yl)propionic acid methyl ester